5-((+/-)-trans-3-fluoro-4-hydroxypiperidin-1-yl)-7-(trifluoromethyl)thieno[3,2-b]pyridine-3-carboxylic acid methyl ester COC(=O)C1=CSC=2C1=NC(=CC2C(F)(F)F)N2C[C@H]([C@@H](CC2)O)F |r|